tert-butyl (3S)-2'-[6-amino-5-(pyridazin-3-ylmethoxy)pyridin-3-yl]-5',6'-dihydro-1H-spiro[pyrrolidine-3,4'-pyrrolo[1,2-b]pyrazole]-1-carboxylate NC1=C(C=C(C=N1)C=1C=C2N(N1)CC[C@@]21CN(CC1)C(=O)OC(C)(C)C)OCC=1N=NC=CC1